5-{[5-(4-{[1-(Aminomethyl)cyclopropyl]methoxy}-2-methoxypyridin-3-yl)-1H-pyrazol-3-yl]amino}pyrazine-2-carbonitrile NCC1(CC1)COC1=C(C(=NC=C1)OC)C1=CC(=NN1)NC=1N=CC(=NC1)C#N